NC1=C(C=2C(=NC=C(C2S1)F)C1=C2C(=C3C=CC(=NC3=C1Cl)N1C[C@@H]([C@H](C1)O)N(C)C)COC2)C#N 2-Amino-4-(5-chloro-7-((3S,4S)-3-(dimethylamino)-4-hydroxypyrrolidin-1-yl)-1,3-dihydrofuro[3,4-f]quinolin-4-yl)-7-fluorothieno[3,2-c]pyridine-3-carbonitrile